FC1(C[C@]2(CC1)C[C@H](N(CC2)CC2=C1C=CNC1=C(C=C2OC)C)C2=CC=C(C(=O)O)C=C2)F 4-((5S,7S)-2,2-difluoro-8-((5-methoxy-7-methyl-1H-indol-4-yl)methyl)-8-azaspiro[4.5]decan-7-yl)benzoic acid